1Z,14Z-eicosatrienoic acid C(C=CC=CC=CCCCCCCCCCCCCC)(=O)O